(4-(5-methyl-1,3,4-oxadiazol-2-yl)phenyl)boronic acid CC1=NN=C(O1)C1=CC=C(C=C1)B(O)O